C(C)(C)C1=C(C(=O)N)C=CC=C1 2-isopropyl-benzamide